NCC[C@H](CN1C(C(CC1)C1=CC(=CC=C1)C(F)(F)F)C)O (2R)-4-amino-1-(2-methyl-3-(3-(trifluoromethyl)phenyl)pyrrolidin-1-yl)butan-2-ol